2-nitro-[1,1':4',1'']terphenyl [N+](=O)([O-])C1=C(C=CC=C1)C1=CC=C(C=C1)C1=CC=CC=C1